3-benzyl-1-(trans-4-((5-cyano-4-(5-cyano-2-thienyl)pyrimidin-2-yl)amino)cyclohexyl)-1-(4-(1-methyl-1H-pyrazol-4-yl)phenyl)urea C(C1=CC=CC=C1)NC(N(C1=CC=C(C=C1)C=1C=NN(C1)C)[C@@H]1CC[C@H](CC1)NC1=NC=C(C(=N1)C=1SC(=CC1)C#N)C#N)=O